COC(=O)C1=CC=C2C(=NN(C2=C1)CC1CCN(CC1)C(=O)OC(C)(C)C)Br bromo-1-{[1-(tert-butoxycarbonyl)piperidin-4-yl]methyl}-1H-indazole-6-carboxylic acid methyl ester